OC[C@H]1[C@@H](CN(C1)C=1C=NC=NC1)C=1C=C(C(=O)NC=2C=NC=C(C2)C(F)(F)F)C=CC1C (3R,4S)-3-(4-(hydroxymethyl)-1-(pyrimidin-5-yl)pyrrolidin-3-yl)-4-methyl-N-(5-(trifluoromethyl)pyridin-3-yl)benzamide